1-(((2R)-4-((3-cyano-1-azetidinyl)sulfonyl)-1-methyl-2-piperazinyl)carbonyl)-N-(4-(trifluoromethyl)benzyl)-D-prolinamide C(#N)C1CN(C1)S(=O)(=O)N1C[C@@H](N(CC1)C)C(=O)N1[C@H](CCC1)C(=O)NCC1=CC=C(C=C1)C(F)(F)F